1-{4-[6-(2-cyclopentylacetamido)pyridazin-3-yl]butyl}-N-methyl-1H-1,2,3-triazole-4-carboxamide C1(CCCC1)CC(=O)NC1=CC=C(N=N1)CCCCN1N=NC(=C1)C(=O)NC